CCCCC[C@H]1[C@@H](O1)C(/C=C\\CCCCCCCC(=O)O)O The molecule is an epoxy fatty acid that is (9Z)-11-hydroxyoctadecenoic acid in which the epoxy group is located across positions 12 and 13. It has a role as a human xenobiotic metabolite. It is an epoxy fatty acid, an octadecanoid, a hydroxy fatty acid, a long-chain fatty acid and a monounsaturated fatty acid. It is a conjugate acid of an 11-hydroxy-(12S,13S)-epoxy-(9Z)-octadecenoate(1-).